(Z)-5-(benzo[d][1,3]dioxol-5-ylmethylene)-2-(methyl-(pyridin-3-yl)amino)-3,5-dihydro-4H-imidazol-4-one O1COC2=C1C=CC(=C2)\C=C/2\C(NC(=N2)N(C=2C=NC=CC2)C)=O